(1E,4Z,6E)-1-(4-(dimethylamino)phenyl)-5-hydroxy-7-(3-methoxy-4-(prop-2-yn-1-yloxy)phenyl)hepta-1,4,6-trien-3-one CN(C1=CC=C(C=C1)\C=C\C(\C=C(\C=C\C1=CC(=C(C=C1)OCC#C)OC)/O)=O)C